4-[(3,5-Dichlorobenzoyl)amino]-3-hydroxybenzoic acid ClC=1C=C(C(=O)NC2=C(C=C(C(=O)O)C=C2)O)C=C(C1)Cl